CN([C@@H]1[C@@H](CC2=CC=CC=C12)NC1=NN(C(C2=CC=CC=C12)=O)C)C 4-(((1S,2R)-1-(dimethylamino)-2,3-dihydro-1H-inden-2-yl)amino)-2-methylphthalazin-1(2H)-one